C1=C(C=CC2=CC=CC=C12)C1=CC2=CC=CC=C2C=C1 2,2'-binaphthalene